2-(methylimino)propanamide CN=C(C(=O)N)C